CN1N=CC(=C1N1CCN(CC1)C(=O)OC(C)(C)C)[N+](=O)[O-] tert-butyl 4-(1-methyl-4-nitro-1H-pyrazol-5-yl)piperazine-1-carboxylate